O1COC=2C=CC=3CCO[C@@H](C3C21)CN (S)-(6,9-dihydro-7H-[1,3]dioxolo[4,5-H]isochromen-9-yl)methylamine